N1=C(C=CC=C1)N1CC(C1)CC(=O)O 2-[1-(pyridin-2-yl)-azetidin-3-yl]acetic acid